NC1=C(C=CC(=C1)F)NC(CCCCCNC(=O)C1=CC(=NN1)C1=CC=C(C=C1)NC1=C(C=CC=C1F)F)=O N-{6-[(2-amino-4-fluorophenyl)amino]-6-oxohexyl}-3-{4-[(2,6-difluorophenyl)amino]phenyl}-1H-pyrazole-5-carboxamide